(R)-N-((2-(6-((cis)-2,6-dimethylmorpholino)pyridin-2-yl)-1,6-naphthyridin-7-yl)methyl)-4-methylthiochromane-7-carboxamide 1,1-dioxide C[C@@H]1O[C@@H](CN(C1)C1=CC=CC(=N1)C1=NC2=CC(=NC=C2C=C1)CNC(=O)C1=CC=C2[C@@H](CCS(C2=C1)(=O)=O)C)C